FC(OC1=CC=CC(=N1)C1(OCC1)CNC(=O)C1CC12CCCCC2)F N-[[2-[6-(difluoromethoxy)-2-pyridyl]oxetan-2-yl]methyl]spiro[2.5]octane-2-carboxamide